ClC1=C(CN2CC(CC2)CN2C(NC3=C2C=C(C=C3)C(=O)OC)=O)C=CC(=C1)Cl Methyl 3-((1-(2,4-dichlorobenzyl)pyrrolidin-3-yl)methyl)-2-oxo-2,3-dihydro-1H-benzo[d]imidazole-5-carboxylate